C(C)OC(=O)C1=C(N=C(N1)[C@H]1N(CCCC1)C(=O)OC(C)(C)C)C1=CC=C(C=C1)C(NC1=NC=CC(=C1)C)=O tert-butyl (S)-2-(5-(ethoxycarbonyl)-4-(4-((4-methylpyridin-2-yl)carbamoyl)phenyl)-1H-imidazol-2-yl)piperidine-1-carboxylate